ethyl (R)-3-(1-amino-3-hydroxypropyl)benzoate N[C@H](CCO)C=1C=C(C(=O)OCC)C=CC1